C1(CC1)C[C@@H]1C[C@@H]2[C@H](N[C@H]1CC2)C(=O)N2CC1(CN(C1)C1=C3C(=NC=C1C#N)SC(=C3)CC(F)(F)F)C2 4-{6-[(1S,3S,4R,6R)-6-(cyclopropylmethyl)-2-azabicyclo[2.2.2]octane-3-carbonyl]-2,6-diazaspiro[3.3]heptane-2-yl}-2-(2,2,2-trifluoroethyl)thieno[2,3-b]pyridine-5-carbonitrile